BrC1=CC=C(C=C1)C(=O)N1C2=CC=CC=C2SC=2C=CC=CC12 (4-bromophenyl)(10H-phenothiazin-10-yl)methanone